[Re]=O.[Ti] titanium-rhenium oxide